(3S,5R,10S,13R,14R,17R)-4,4,10,13,14-pentamethyl-17-((R,E)-5-oxopent-3-en-2-yl)-2,3,4,5,6,7,10,11,12,13,14,15,16,17-tetradecahydro-1H-cyclopenta[a]phenanthrene-3-yl acetate C(C)(=O)O[C@H]1CC[C@@]2(C=3CC[C@@]4([C@H](CC[C@]4(C3CC[C@H]2C1(C)C)C)[C@H](C)\C=C\C=O)C)C